7-(cyclohex-1-en-1-yl)-6-(4-(4-(dimethoxymethyl)piperidin-1-yl)phenyl)-1-fluoro-3-(tetrahydro-2H-pyran-2-yl)-3,8,9,10-tetrahydrocyclohepta[e]indazole C1(=CCCCC1)C1=C(C2=C(C=3C(=NN(C3C=C2)C2OCCCC2)F)CCC1)C1=CC=C(C=C1)N1CCC(CC1)C(OC)OC